4-bromo-2,6-difluoro-N,N-dimethylbenzamide BrC1=CC(=C(C(=O)N(C)C)C(=C1)F)F